ClC1=CC(=C(C=C1C#N)NS(=O)(=O)C=1C=C(C(=O)O)C=CC1C1CC1)C1=NC=CC=C1 3-(N-(4-chloro-5-cyano-2-(pyridin-2-yl)phenyl)sulfamoyl)-4-cyclopropylbenzoic acid